3-(((6aS,8R)-8-fluoro-6a,7,8,9-tetrahydro-6H-pyrido[3,2-b]pyrrolo[1,2-d][1,4]oxazin-4-yl)mercapto)propanoic acid F[C@@H]1C[C@@H]2N(C3=C(OC2)C(=CC=N3)SCCC(=O)O)C1